C1(CC1)C1=C(CC2CC3(CNC3)C2)C=CC=C1C 6-(2-Cyclopropyl-3-methylbenzyl)-2-azaspiro[3.3]heptan